5-amino-2-[1-(propan-2-yl)-1H-pyrazol-4-yl]benzenesulfonamide NC=1C=CC(=C(C1)S(=O)(=O)N)C=1C=NN(C1)C(C)C